methyl (R)-3-(4-((5-fluoro-4-(7-(3-methoxy-2-(4-methylpiperazin-1-yl) propanamido)-1H-indol-3-yl)pyrimidin-2-yl)amino)pyridin-2-yl)propanoate FC=1C(=NC(=NC1)NC1=CC(=NC=C1)CCC(=O)OC)C1=CNC2=C(C=CC=C12)NC([C@@H](COC)N1CCN(CC1)C)=O